3-(5-(1-(4-ethoxybenzyl)piperidin-4-yl)-1-oxoisoindolin-2-yl)piperidine-2,6-dione C(C)OC1=CC=C(CN2CCC(CC2)C=2C=C3CN(C(C3=CC2)=O)C2C(NC(CC2)=O)=O)C=C1